OC[C@@H](CC)NC=1C=C(C=2N(N1)C(=NN2)C(C)C)N[C@@H](CO)CC (2R)-2-[[6-[[(1R)-1-(hydroxymethyl)propyl]amino]-3-isopropyl-[1,2,4]triazolo[4,3-b]pyridazin-8-yl]amino]butan-1-ol